methyl N-[5-[6-[cyclopropylmethyl-(3-fluoro-4-methyl-phenyl)carbamoyl] imidazo[1,2-a]pyridin-3-yl]-2-pyridyl]carbamate C1(CC1)CN(C(=O)C=1C=CC=2N(C1)C(=CN2)C=2C=CC(=NC2)NC(OC)=O)C2=CC(=C(C=C2)C)F